C(C)(C)(C)OC(=O)N1C[C@H]([C@H](CC1)C(=O)O)O |r| rac-(3S,4S)-1-tert-butoxycarbonyl-3-hydroxy-piperidine-4-carboxylic acid